FC1(CN(C1)C(=O)C=1N=C2N(N1)[C@@H](C[C@@H]2F)C2=CC=CC=C2)F |r| (3,3-difluoroazetidin-1-yl)-[rac-(5s,7s)-7-fluoro-5-phenyl-6,7-dihydro-5H-pyrrolo[1,2-b][1,2,4]triazol-2-yl]methanone